N-(2-(2-(2-(2-((2-(2,6-dioxopiperidin-3-yl)-1,3-dioxoisoindolin-4-yl)oxy)acetamido)ethoxy)ethoxy)ethyl)-2-fluoro-4-(7-(quinolin-6-ylmethyl)imidazo[1,2-b][1,2,4]triazin-2-yl)benzamide O=C1NC(CCC1N1C(C2=CC=CC(=C2C1=O)OCC(=O)NCCOCCOCCNC(C1=C(C=C(C=C1)C=1C=NC=2N(N1)C(=CN2)CC=2C=C1C=CC=NC1=CC2)F)=O)=O)=O